ClC1=C(C=C2C(=C(N(C2=C1F)C)C1=NC(=NN1)[C@@H](C)N1CC2(COC2)C1)N1C=NC=C1)OC (R)-6-(1-(5-(6-chloro-7-fluoro-3-(1H-imidazol-1-yl)-5-methoxy-1-methyl-1H-indol-2-yl)-1H-1,2,4-triazol-3-yl)ethyl)-2-oxa-6-azaspiro[3.3]heptane